4-(5-((4-benzylpiperidin-1-yl)methyl)-4H-1,2,4-triazol-3-yl)-N-(2-(dimethylamino)ethyl)benzamide C(C1=CC=CC=C1)C1CCN(CC1)CC=1NC(=NN1)C1=CC=C(C(=O)NCCN(C)C)C=C1